FC1C(=O)OC(C1)C fluoro-γ-valerolactone